C(=O)(O)C[N+]1=C(C=CC(=C1)O)CO carboxymethyl-5-hydroxy-2-hydroxymethyl-pyridinium